CC1=CC=CC2=C1N=C(S2)NC(=O)C2C1CCC(C2)C1 N-(4-methyl-1,3-benzothiazol-2-yl)bicyclo[2.2.1]heptane-2-carboxamide